Cl.C12(CC(C1)C2)N 1-Bicyclo[1.1.1]pentylamine hydrochlorid